ClC1=CC=C(C=C1)C=1CC[C@@H](N1)C(=O)OC methyl (R)-5-(4-chlorophenyl)-3,4-dihydro-2H-pyrrole-2-carboxylate